N-{2-[(4-{[2-(dimethylamino)ethyl](methyl)amino}phenyl)amino]-5-ethynylpyrido[2,3-d]pyrimidin-7-yl}methanesulfonamide CN(CCN(C1=CC=C(C=C1)NC=1N=CC2=C(N1)N=C(C=C2C#C)NS(=O)(=O)C)C)C